7-chloro-6-(2-chloro-4-(6-methylpyrazin-2-yl)phenyl)-2-(methylthio)pyrido[2,3-d]pyrimidine ClC=1C(=CC2=C(N=C(N=C2)SC)N1)C1=C(C=C(C=C1)C1=NC(=CN=C1)C)Cl